C(#N)C1=C(C=C(C=C1)NC([C@@](COC1=NC=NC(=C1)C(F)(F)F)(C)O)=O)C(F)(F)F (S)-N-(4-cyano-3-(trifluoromethyl)phenyl)-2-hydroxy-2-methyl-3-((6-(trifluoromethyl)pyrimidin-4-yl)oxy)propionamide